5-chloro-7-nitro-2,3-dihydrobenzofuran ClC=1C=C(C2=C(CCO2)C1)[N+](=O)[O-]